(R)-tert-Butyl 3-(4-fluorophenyl)pyrrolidine-1-carboxylate FC1=CC=C(C=C1)[C@@H]1CN(CC1)C(=O)OC(C)(C)C